4,6-dimethoxy-1,3,5-triazin COC1=NC=NC(=N1)OC